m-benzenedicarboxaldehyde C1(=CC(=CC=C1)C=O)C=O